3,4-dichloro-N-{(3S,4R)-1-[6-(2-hydroxypropan-2-yl)pyridazin-3-yl]-3-methoxypiperidin-4-yl}-5-methyl-1H-pyrrole-2-carboxamide ClC1=C(NC(=C1Cl)C)C(=O)N[C@H]1[C@H](CN(CC1)C=1N=NC(=CC1)C(C)(C)O)OC